6-fluoro-7-(2-fluoro-6-methyl-phenyl)-N5-(4-piperidyl)isoquinoline-3,5-diamine FC1=C(C=2C=C(N=CC2C=C1C1=C(C=CC=C1C)F)N)NC1CCNCC1